FC(C1=CC=C(C=C1)[C@@H](CCC)NC(=O)C1=CC=CC2=C1NC=N2)(F)F N-((R)-1-(4-(trifluoromethyl)phenyl)butyl)-1H-benzo[d]imidazole-7-carboxamide